(S)-2-(hydroxy(5-methyl-1,2,4-oxadiazol-3-yl)methyl)pyrrolidine-1-carboxylic acid tert-butyl ester C(C)(C)(C)OC(=O)N1[C@@H](CCC1)C(C1=NOC(=N1)C)O